[(1R)-1-[(1S,4aR,5R,8aS)-2-[2-(2-chloro-6-cyano-3-methoxyphenyl)acetyl]-1-methyl-3,4,4a,5,6,7,8,8a-octahydro-1H-isoquinolin-5-yl]-2,2,2-trifluoroethyl] benzoate C(C1=CC=CC=C1)(=O)O[C@@H](C(F)(F)F)[C@H]1[C@@H]2CCN([C@H]([C@H]2CCC1)C)C(CC1=C(C(=CC=C1C#N)OC)Cl)=O